4-(2-bromophenoxymethyl)benzohydrazide BrC1=C(OCC2=CC=C(C(=O)NN)C=C2)C=CC=C1